tert-butyl (1R,4R)-5-(4-((3-chloro-4-(difluoromethoxy)phenyl)amino)pyrido[3,2-d]pyrimidin-6-yl)-2,5-diazabicyclo[2.2.2]octane-2-carboxylate ClC=1C=C(C=CC1OC(F)F)NC=1C2=C(N=CN1)C=CC(=N2)N2[C@H]1CN([C@@H](C2)CC1)C(=O)OC(C)(C)C